CC1(NC(C=CC1)(C)C)C 2,2,6,6-tetramethylpyridin